N-(3,5-dichlorophenyl)-2-methoxy-N'-[4-[methoxy(methyl)amino]-4-oxo-butyl]propanediamine ClC=1C=C(C=C(C1)Cl)NC(C(C)OC)NCCCC(=O)N(C)OC